C(#N)N1CC2=C(C=C(C=C2C1)CC(=O)N(C)C)C1=CC=CC=C1 (2-cyano-7-phenylisoindolin-5-yl)-N,N-dimethylacetamide